(1S,3R)-3-[(tert-Butoxycarbonyl)amino]cyclohexanecarboxylic acid C(C)(C)(C)OC(=O)N[C@H]1C[C@H](CCC1)C(=O)O